OC(=CC=CC=CC(=O)O)/C(=C\C=C\C[C@@H](CCCCCCCCC)O)/O 7,8,13-R-trihydroxy-9E,11E,14E,16Z,19Z-docosapentaenoic acid